N1=CN=CC=2C1=CS(CC2)S(=O)(=O)N 6,2,4-benzothiadiazine-7-sulfonamide